Cl.C1=CC=CC2=CC3=CC=CC=C3C=C12.C1=CC=CC2=CC3=CC=CC=C3C=C12 dianthracene hydrochloride